behenyl-eicosanoic acid behenyl ester C(CCCCCCCCCCCCCCCCCCCCC)OC(C(CCCCCCCCCCCCCCCCCC)CCCCCCCCCCCCCCCCCCCCCC)=O